5-(4-[[(tert-butoxycarbonyl)amino]methyl]phenyl)pentanoic acid C(C)(C)(C)OC(=O)NCC1=CC=C(C=C1)CCCCC(=O)O